6-chloro-1,5-hexanediol ClCC(CCCCO)O